The molecule is a trisaccharide consisting of three mannopyranose residues linked beta(1->2), of which the residue at the reducing end is dehydroxylated at C-4. C1[C@H](O[C@H]([C@H]([C@H]1O)O[C@H]2[C@H]([C@H]([C@@H]([C@H](O2)CO)O)O)O[C@H]3[C@H]([C@H]([C@@H]([C@H](O3)CO)O)O)O)O)CO